5-chloro-2-(8-(((1s,3s)-3-hydroxy-3-methylcyclobutyl)amino)pyrido[2,3-d]pyridazin-5-yl)phenol ClC=1C=CC(=C(C1)O)C1=C2C(=C(N=N1)NC1CC(C1)(C)O)N=CC=C2